4-[(2-bromophenyl)amino]-2-(phenylamino)pyrimidine-5-carboxamide BrC1=C(C=CC=C1)NC1=NC(=NC=C1C(=O)N)NC1=CC=CC=C1